C(C)C=1C=CC(=C(C1)S(=O)(=O)NC1=NOC2=C1C(=CC(=C2)CN2N=CC(=C2)CNC(OCC)=O)OC)OC ethyl ((1-((3-((5-ethyl-2-methoxyphenyl)sulfonamido)-4-methoxybenzo[d]isoxazol-6-yl)methyl)-1H-pyrazol-4-yl)methyl)carbamate